FC1([C@@H](CN(C1)C1COC1)NC1=NN2C(C(=N1)OC([2H])([2H])[2H])=C(C(=C2)F)C=2C=C(C1=C(N(C(=N1)C)CC(F)F)C2)F)F (R)-N-(4,4-difluoro-1-(oxetan-3-yl)pyrrolidin-3-yl)-5-(1-(2,2-difluoroethyl)-4-fluoro-2-methyl-1H-benzo[d]imidazol-6-yl)-6-fluoro-4-(methoxy-d3)pyrrolo[2,1-f][1,2,4]triazin-2-amine